COC1=CC=C(CN(S(=O)(=O)C2=NN(C(=C2F)C(=O)N2CCN(CC2)C)C(C(=O)OC)(C)C)CC2=CC=C(C=C2)OC)C=C1 methyl 2-(3-(N,N-bis(4-methoxybenzyl) sulfamoyl)-4-fluoro-5-(4-methylpiperazine-1-carbonyl)-1H-pyrazol-1-yl)-2-methylpropionate